COCC(=O)N methoxy-acetamide